C(C1=CC=CC=C1)NC1=NC(=NN2C1=CC=C2C2CCOCC2)N2C(=CC=1C(=CC=CC21)C#N)C 1-(4-(benzylamino)-7-(tetrahydro-2H-pyran-4-yl)pyrrolo[2,1-f][1,2,4]triazin-2-yl)-2-methyl-1H-indole-4-carbonitrile